1,2-diphytanyl-sn-glycero-3-phosphocholine C(CC(C)CCCC(C)CCCC(C)CCCC(C)C)OC[C@@H](OCCC(C)CCCC(C)CCCC(C)CCCC(C)C)COP(=O)([O-])OCC[N+](C)(C)C